(4,4-difluoro-1-methylpyrrolidin-3-yl)-6-fluoroquinoline-3,4-diamine FC1(C(CN(C1)C)C1=NC2=CC=C(C=C2C(=C1N)N)F)F